C1N(CC2=CC=CC=C12)C(C(S(=O)C=1SC=CN1)(F)F)=O 1-(1,3-dihydro-2H-isoindol-2-yl)-2,2-difluoro-2-(1,3-thiazol-2-ylsulfinyl)ethanone